acryloyloxypentylmethyldiethoxysilane C(C=C)(=O)OCCCCC[Si](OCC)(OCC)C